5-cyano-2-fluoro-N-(2-(4-fluorophenyl)pyridin-4-yl)benzamide C(#N)C=1C=CC(=C(C(=O)NC2=CC(=NC=C2)C2=CC=C(C=C2)F)C1)F